C(C)(C)(C)OC(=O)N1CCN(CC1)C=1OC(=CN1)C(C1=CC=CC=C1)O 4-{5-[hydroxy(phenyl)methyl]-1,3-oxazol-2-yl}piperazine-1-carboxylic acid tert-butyl ester